6,7-dichloro-3-(pyrimidin-4-ylmethyl)-1,3,4,9-tetrahydro-[1,2,6]thiadiazino[4,3-g]indole 2,2-dioxide ClC=1C=2C(=CNC2C2=C(C1)CN(S(N2)(=O)=O)CC2=NC=NC=C2)Cl